Bis-(2-ethylhexyl)amine C(C)C(CNCC(CCCC)CC)CCCC